[N+](=O)([O-])C=1C=C(C=C(C1)N)N 5-nitro-1,3-diaminobenzene